4-[2-tert-butoxyethyl-[4-(5,6,7,8-tetrahydro-1,8-naphthyridin-2-yl)butyl]amino]-2-[[2-methyl-5-(trifluoromethyl)oxazole-4-carbonyl]amino]butanoic acid C(C)(C)(C)OCCN(CCC(C(=O)O)NC(=O)C=1N=C(OC1C(F)(F)F)C)CCCCC1=NC=2NCCCC2C=C1